ClC1=C(C(=O)C2=CNC3=C2C2=C(N(C(C4(N2)CCOCC4)=O)C)C=N3)C=CC(=C1)OC1=NC=CC(=C1)C 9'-(2-chloro-4-((4-methylpyridin-2-yl)oxy)benzoyl)-4'-methyl-2,3,4',5,6,7'-hexahydrospiro[pyran-4,2'-pyrrolo[3',2':5,6]pyrido[3,4-b]pyrazin]-3'(1'H)-one